dimethyl-(vinylbenzyl)silyldimethylamine C[Si](C(C1=CC=CC=C1)C=C)(C)N(C)C